1-(3-(difluoromethoxy)phenyl)-3,3-dimethyl-2-oxoindoline-5-carboxylic acid methyl ester COC(=O)C=1C=C2C(C(N(C2=CC1)C1=CC(=CC=C1)OC(F)F)=O)(C)C